N\C(\C(=O)OCC)=N/NCC1=CC=C(C=C1)C(F)(F)F Ethyl (Z)-2-amino-2-(2-(4-(trifluoromethyl)benzyl)hydrazineylidene)acetate